N1=C(C=CC=C1)NC(C(C)(C)C)=O N-(2-pyridyl)-trimethyl-acetamide